BrCC1=CC(=NN1C)C(=O)OCC ethyl 5-(bromomethyl)-1-methyl-1H-pyrazole-3-carboxylate